3-(trifluoromethyl)-4,5,6,7-tetrahydro-1H-pyrazolo[4,3-c]pyridine FC(C1=NNC2=C1CNCC2)(F)F